4-Diphenylphosphinobenzaldehyde C1(=CC=CC=C1)P(C1=CC=C(C=O)C=C1)C1=CC=CC=C1